3-chloro-1-cyclopropyl-1H-pyrrolo[2,3-b]pyridin-5-amine ClC1=CN(C2=NC=C(C=C21)N)C2CC2